(S)-(4-(4-chloropyrazolo[1,5-a]pyridin-2-yl)-6,7-dihydro-1H-imidazo[4,5-c]pyridin-5(4H)-yl)(5-(1,5-dimethyl-1H-pyrazol-4-yl)-1,3,4-oxadiazol-2-yl)methanone ClC=1C=2N(C=CC1)N=C(C2)[C@H]2N(CCC1=C2N=CN1)C(=O)C=1OC(=NN1)C=1C=NN(C1C)C